3-ethyl-8-fluoro-4-methoxy-7-vinyl-1,6-naphthyridin-2(1H)-one C(C)C=1C(NC2=C(C(=NC=C2C1OC)C=C)F)=O